(6R)-6-((6-cyano-5-(methylthio)pyridin-3-yl)amino)-5-hydroxy-5-methyl-6-oxohexanoic acid isopropyl ester C(C)(C)OC(CCCC(C(=O)NC=1C=NC(=C(C1)SC)C#N)(C)O)=O